C(C1=CC=CC=C1)OC(=O)N1CCN(CC1)CCOC1=NC=CC(=C1)N1C2CN(CC1CC2)C(=O)OC(C)(C)C tert-butyl 8-[2-[2-(4-benzyloxycarbonylpiperazin-1-yl)ethoxy]-4-pyridyl]-3,8-diazabicyclo[3.2.1]octane-3-carboxylate